2-(2-chlorophenyl)-N-(3-{[(dimethylamino)methylidene]Sulfamoyl}-4-[2-(propylamino)pyrimidin-5-yl]Phenyl)acetamide ClC1=C(C=CC=C1)CC(=O)NC1=CC(=C(C=C1)C=1C=NC(=NC1)NCCC)S(N=CN(C)C)(=O)=O